1-Amino-3-{4-chloro-2-fluoro-5-[(2-hydroxypyridin-3-yl)sulfanyl]phenyl}-6-(trifluoromethyl)pyrimidin-2,4(1H,3H)-dion NN1C(N(C(C=C1C(F)(F)F)=O)C1=C(C=C(C(=C1)SC=1C(=NC=CC1)O)Cl)F)=O